ClCCN1CCN(CC1)C(=O)OC(C)(C)C tert-butyl 4-(2-chloroethyl)piperazine-carboxylate